ClC1=NC(=CC(=N1)OCC(C)(O)C)Cl 1-((2,6-dichloropyrimidin-4-yl)oxy)-2-methylpropan-2-ol